5-amino-3-bromo-1-(2,2-difluorocyclopropylmethyl)-1H-pyrazole-4-carbonitrile NC1=C(C(=NN1CC1C(C1)(F)F)Br)C#N